(4S)-4-(4-cyano-2-methoxythenyl)-5-ethoxy-2,8-dimethyl-1,4-dihydro-1,6-naphthyridine-3-carboxamide C(#N)C=1CC(SC1)(C[C@@H]1C(=C(NC2=C(C=NC(=C12)OCC)C)C)C(=O)N)OC